CC1=C(C=CC=C1COC=1C=C2C[C@H]([C@H](C2=CC1)NCCN1CCOCC1)O)C1=CC=CC=C1 (1S,2R)-5-((2-methyl-[1,1'-biphenyl]-3-yl)methoxy)-1-((2-morpholinoethyl)amino)-2,3-dihydro-1H-inden-2-ol